5-(2-(((3R,4R)-3-fluoro-1-((1-methyl-1H-pyrazol-4-yl)sulfonyl)piperidin-4-yl)amino)-5-(trifluoromethyl)pyrimidin-4-yl)-2-methylthiophene-3-carboxamide F[C@@H]1CN(CC[C@H]1NC1=NC=C(C(=N1)C1=CC(=C(S1)C)C(=O)N)C(F)(F)F)S(=O)(=O)C=1C=NN(C1)C